BrC1=CC(=C(C=C1)N1C(C=CC2=CC(=CC=C12)S(=O)(=O)OC1=C(C(=C(C(=C1F)F)F)F)F)=O)OC Perfluorophenyl 1-(4-Bromo-2-Methoxyphenyl)-2-Oxo-1,2-Dihydroquinoline-6-Sulfonate